FC=1C(=CC(=NC1)C(=O)NC1=CC(=C(C=C1)C)NC1=NC=CC=C1C1=C2N=C(NC2=NC=N1)C)C(F)(F)F 5-fluoro-N-(4-methyl-3-((3-(8-methyl-9H-purin-6-yl)pyridin-2-yl)amino)phenyl)-4-(trifluoromethyl)picolinamide